FC1=C(C=CC=C1F)NC(=O)[C@]1(C(N(C[C@@H]1C1=CC=C(C=C1)C(F)(F)F)C)=O)CO (3r,4r)-N-(2,3-difluorophenyl)-3-(hydroxymethyl)-1-methyl-2-oxo-4-[4-(trifluoromethyl)phenyl]-3-pyrrolidinecarboxamide